FC1(CCC(CC1)NCC[C@@H](CCOC1=NC(=CC=C1S(=O)(=O)N1[C@@H](CCC1)C(=O)O)C)C)F ((2-(((S)-5-((4,4-Difluorocyclohexyl)amino)-3-methylpentyl)oxy)-6-methylpyridin-3-yl)sulfonyl)-L-proline